N-[6-(5-chloro-1,3-benzoxazol-2-yl)spiro[3.3]heptan-2-yl]-5-(pyrrolidin-1-ylsulfonimidoyl)furan ClC=1C=CC2=C(N=C(O2)C2CC3(CC(C3)N=S(=O)(N3CCCC3)C3=CC=CO3)C2)C1